N-(3-chlorophenyl)-4-methyl-3-((1-methyl-6-(pyridin-3-yl)-1H-pyrazolo[3,4-d]pyrimidin-4-yl)amino)benzamide ClC=1C=C(C=CC1)NC(C1=CC(=C(C=C1)C)NC1=C2C(=NC(=N1)C=1C=NC=CC1)N(N=C2)C)=O